4-(4-amino-8-methoxyquinazolin-5-yl)-N-(pyridin-2-yl)benzamide NC1=NC=NC2=C(C=CC(=C12)C1=CC=C(C(=O)NC2=NC=CC=C2)C=C1)OC